[Cl-].C(C)[NH+]1CC(CC1)C 1-Ethyl-3-methylpyrrolidinium chlorid